ethyl 3-([[4-methyl-5-(pyrimidin-4-yl)-1,2,4-triazol-3-yl]methyl]amino)benzoate CN1C(=NN=C1C1=NC=NC=C1)CNC=1C=C(C(=O)OCC)C=CC1